Erythrose 4-phosphate P(=O)(O)(O)OC[C@H]([C@H](C=O)O)O